ClC1=NN2C(C=C1)=NN=C2C2=NOC(=C2Cl)C 6-Chloro-3-(4-chloro-5-methylisoxazol-3-yl)[1,2,4]triazolo[3,4-f][1,2]diazine